C(CCCCCCCCN)N 1,9-nonylenediamine